CC1=C(OC=2C(=CC(N(C2)C)=O)C=2C3=C(C(N(C2)C)=O)N(C(=C3)C3=C(C(=CC=C3)OC)F)S(=O)(=O)C3=CC=C(C)C=C3)C(=CC=C1)C 4-(5-(2,6-dimethylphenoxy)-1-methyl-2-oxo-1,2-dihydropyridin-4-yl)-2-(2-fluoro-3-methoxyphenyl)-6-methyl-1-tosyl-1,6-dihydro-7H-pyrrolo[2,3-c]pyridin-7-one